The molecule is an aminoimidazole that is 1H-imidazole which is substituted by amino groups at positions 1 and 5, and by a cyano group at position 4. It is an aminoimidazole, a nitrile and a primary amino compound. C1=NC(=C(N1N)N)C#N